tert-butyl 20-(((2R,3R,4S,5S,6R)-3,4,5-trihydroxy-6-(hydroxymethyl)tetrahydro-2H-pyran-2-yl)oxy)icosanoate O[C@H]1[C@@H](O[C@@H]([C@H]([C@@H]1O)O)CO)OCCCCCCCCCCCCCCCCCCCC(=O)OC(C)(C)C